3-Hydroxydihydrofuran-2(3H)-one OC1C(OCC1)=O